Alpha-Linolenat C(CCCCCCC\C=C/C\C=C/C\C=C/CC)(=O)[O-]